C(C)N(C(=O)C=1C2=CN(N=C2C(=CC1)C1CCC(CC1)=O)C)CC N,N-diethyl-2-methyl-7-(4-oxocyclohexyl)-2H-indazole-4-carboxamide